N-(6-methyl-2-(2,7-diazaspiro[3.5]non-7-yl)pyrimidin-4-yl)-1H-indazol-5-amine CC1=CC(=NC(=N1)N1CCC2(CNC2)CC1)NC=1C=C2C=NNC2=CC1